4-(α-(p-(diethylamino)phenyl)-2,4-disulfobenzylidene)-2,5-cyclohexadiene-1-ylidene hydroxide, sodium salt [Na+].C(C)N(C1=CC=C(C=C1)C(C1=C(C=C(C=C1)S(=O)(=O)[O-])S(=O)(=O)[O-])=C1C=CC(C=C1)(O)O)CC.[Na+]